ClC1=C(C(=NN1C1CC1)C)C=O 5-chloro-1-cyclopropyl-3-methyl-1H-pyrazole-4-carbaldehyde